C(N)(OC1(C(C1)C(C)(C)C)CCN1C(C2=CC=CC=C2C1=O)=O)=O tert-butyl(1-(2-(1,3-dioxoisoindolin-2-yl)ethyl)cyclopropyl) carbamate